C(#N)C(CNC=1C(=CC=C2C=CC(=CC12)C1=CC=CC(=N1)C(=O)NC1CCC(CC1)N(C)C)OC)=C 6-{8-[(2-cyano-2-methylideneethyl)amino]-7-methoxynaphthalen-2-yl}-N-[(1r,4r)-4-(dimethylamino)cyclohexyl]pyridine-2-carboxamide